FC(OC1=C(C=C(C(=O)Cl)C=C1)OCCCCCCC(=O)N(C)OC)F 4-(difluoromethoxy)-3-((7-(methoxy(methyl)amino)-7-oxoheptyl)oxy)benzoyl chloride